ClC1=C(C=CC=2N(N=NC21)C)[C@H](CC(=O)OCC)C=2C=C(C1=C(C=CS1)C2)CN2C[C@H](OC1=C([C@@H]2C)N=CC=C1)CC ethyl (3R)-3-(4-chloro-1-methyl-1H-benzotriazol-5-yl)-3-(7-{[(2R,5S)-2-ethyl-5-methyl-2,3-dihydropyrido[2,3-f][1,4]oxazepin-4(5H)-yl]methyl}-1-benzothiophen-5-yl)propanoate